ClC1=CC=CC(=N1)N1C(N([C@@H](C1)C#N)C1=CN=CC2=CC=CC=C12)=O (S)-1-(6-chloropyridin-2-yl)-3-(isoquinolin-4-yl)-2-oxoimidazolidine-4-carbonitrile